FC(C1=CC=C(C=C1)[C@@H]1CCC2=NN(C(N21)=O)C21CC(C2)(C1)C#N)F (S)-3-(5-(4-(difluoromethyl)phenyl)-3-oxo-6,7-dihydro-3H-pyrrolo[2,1-c][1,2,4]triazol-2(5H)-yl)bicyclo[1.1.1]pentane-1-carbonitrile